tert-butyl 4-[5-[(2-methoxy ethoxy)methyl]pyrimidin-4-yl]piperazine-1-carboxylate COCCOCC=1C(=NC=NC1)N1CCN(CC1)C(=O)OC(C)(C)C